N-(2-(1-(7-chloro-5-methylpyrrolo[2,1-f][1,2,4]triazin-4-yl)azetidin-3-yl)ethyl)-N-isopropylsulfamide ClC1=CC(=C2C(=NC=NN21)N2CC(C2)CCN(S(=O)(=O)N)C(C)C)C